pyrrolidine p-toluenesulfonate CC1=CC=C(C=C1)S(=O)(=O)O.N1CCCC1